3-((1-oxo-1,3-dihydroisobenzofuran-5-yl)amino)oxetane-3-carbonitrile O=C1OCC2=CC(=CC=C12)NC1(COC1)C#N